COC(=O)C1=NC(=NC(=C1)NC1=NNC(=C1)C)N1CC2CCC(C1)N2CC2=CN=C(C=C2)N2N=CC(=C2)F 2-(8-(6-(4-fluoro-1H-pyrazol-1-yl)nicotinyl)-3,8-diazabicyclo[3.2.1]Octane-3-yl)-6-((5-methyl-1H-pyrazol-3-yl)amino)pyrimidine-4-carboxylic acid methyl ester